CC1=C(C=C(C[N+]#[C-])C=C1)Cl 4-METHYL-3-CHLOROBENZYLISOCYANIDE